C(C1=CC=CC=C1)OCC=1N(C=2N(C(C1C=1C=C3C=CC=NC3=CC1)=O)N=C(C2Br)C2=CC=CC=C2)C 5-(Benzyloxymethyl)-3-bromo-4-methyl-2-phenyl-6-(quinolin-6-yl)pyrazolo[1,5-a]pyrimidin-7(4H)-one